(3Z)-13,13-diethoxy-1,3-tridecadiene C(C)OC(CCCCCCCC\C=C/C=C)OCC